5-Methyl-2-(2-thienyl)piperidine CC1CCC(NC1)C=1SC=CC1